2-[(1R)-1-Benzyloxy-1-(trifluoromethyl)but-3-enyl]-5-[6-chloro-3-nitro-5-(trifluoromethyl)-2-pyridyl]-1,3,4-oxadiazole C(C1=CC=CC=C1)O[C@@](CC=C)(C(F)(F)F)C=1OC(=NN1)C1=NC(=C(C=C1[N+](=O)[O-])C(F)(F)F)Cl